4-Acetyl-N-(3-(4-(2-chlorobenzamido)phenyl)-1-methyl-1H-pyrazol-5-yl)piperazine-1-carboxamide C(C)(=O)N1CCN(CC1)C(=O)NC1=CC(=NN1C)C1=CC=C(C=C1)NC(C1=C(C=CC=C1)Cl)=O